methacryloyl-threonine C(C(=C)C)(=O)N[C@@H]([C@H](O)C)C(=O)O